C(C)(C)(C)C1=CC=2C(=NC(=CN2)C=2CCC[C@H]([C@@H](N2)CO)CCC)N1C [(2R,3R)-7-(6-tert-Butyl-5-methyl-pyrrolo[2,3-b]pyrazin-3-yl)-3-propyl-3,4,5,6-tetrahydro-2H-azepin-2-yl]methanol